P(=O)(OCC[N+](C)(C)CC(COC(CCCCCCC\C=C/CCCCCCCC)=O)OC(CCCCCCC\C=C/CCCCCCCC)=O)(OCC)[O-] 2-((2,3-bis(oleoyloxy) propyl)dimethylammonio)ethyl ethyl phosphate